OC1=C2C(=C(C=3C(C4=CC=C(C(=C4OC13)OC)OC)=O)O)C1=C(C3=C(C(=C1C=C2)OC2OC(C(C(C2OC)OC)OC)C)CC(OC3=O)C)O 8,15,16-trihydroxy-10,11-dimethoxy-3-methyl-5-((3,4,5-trimethoxy-6-methyltetrahydro-2H-pyran-2-yl)oxy)-3,4-dihydropyrano[4',3':6,7]naphtho[1,2-b]xanthene-1,14-dione